2-chloro-1,1,1,4,4,5,5,6,6,6-decafluoro-2-hexene ClC(C(F)(F)F)=CC(C(C(F)(F)F)(F)F)(F)F